1,2,3,4-tetrahydro-2,7-naphthyridine trifluoroacetic acid salt FC(C(=O)O)(F)F.C1NCCC2=CC=NC=C12